4-Fluoro-5-(4-methylpyridin-3-yl)-1H-indazole FC1=C2C=NNC2=CC=C1C=1C=NC=CC1C